2-(3-(2-((1,5-dimethyl-1H-pyrazol-3-yl)amino)-5-methylpyrimidin-4-yl)-1H-indol-7-yl)-4-(1-methyl-1H-pyrazol-4-yl)isoindolin-1-one CN1N=C(C=C1C)NC1=NC=C(C(=N1)C1=CNC2=C(C=CC=C12)N1C(C2=CC=CC(=C2C1)C=1C=NN(C1)C)=O)C